2-bromo-9,9-di-n-decyl-9H-fluorene BrC1=CC=2C(C3=CC=CC=C3C2C=C1)(CCCCCCCCCC)CCCCCCCCCC